C(C)(=O)N1CCN(CCC1)CC(=O)N1CCC(CC1)C=1C=C2C(=C(NC2=CC1)C1=CC(=C(C=C1)OC)OC)C(C)C 2-(4-acetyl-1,4-diazepan-1-yl)-1-(4-(2-(3,4-dimethoxyphenyl)-3-isopropyl-1H-indol-5-yl)piperidin-1-yl)ethan-1-one